C(#C)C=1C(=CC=C2C=CC=C(C12)C1=C(C=2N=C(N=C(C2C=N1)N1CC(CCCC1)NC(C=C)=O)OC[C@]12CCCN2C[C@@H](C1)F)F)F N-(1-(7-(8-ethynyl-7-fluoronaphthalen-1-yl)-8-fluoro-2-(((2R,7aS)-2-fluorotetrahydro-1H-pyrrolizin-7a(5H)-yl)methoxy)pyrido[4,3-d]pyrimidin-4-yl)azepan-3-yl)acrylamide